3-[6-[3-[[ethyl(methyl)sulfamoyl]amino]-2,6-difluoro-benzoyl]-4-oxo-quinazolin-3-yl]-1-oxa-8-azaspiro[4.5]decane C(C)N(S(=O)(=O)NC=1C(=C(C(=O)C=2C=C3C(N(C=NC3=CC2)C2COC3(C2)CCNCC3)=O)C(=CC1)F)F)C